O(C=1C(C(=C(N(C1)CCCCCCCCCCCCCCCCCC)C#N)O)=O)C=1C(C(=C(N(C1)CCCCCCCCCCCCCCCCCC)C#N)O)=O 5,5'-oxybis(N-octadecyl-2-cyano-3-hydroxypyridin-4-one)